ClC=1C=C(C(=NC1)[C@@H]1[C@H](C1)C=1C=2N(N=C(C1)C=1C(NC(NC1)=O)=O)C=CN2)F 5-(8-((1S,2S)-2-(5-chloro-3-fluoropyridin-2-yl)cyclopropyl)imidazo[1,2-b]pyridazin-6-yl)pyrimidine-2,4(1H,3H)-dione